C[C@H]([C@@H](C)P(C1=CC=CC=C1)C2=CC=CC=C2)P(C3=CC=CC=C3)C4=CC=CC=C4 (2R,3R)-(+)-Bis(diphenylphosphino)butane